COC(=O)C1(CN2C(C=3C=CC=CC13)=NC1=C2C=CC=C1)CC1OCCOC1 5-((1,4-Dioxan-2-yl)methyl)-5,6-dihydrobenzo[4,5]imidazo[2,1-a]isoquinoline-5-carboxylic acid methyl ester